3-(5-{4-[(4-methoxyphenyl)methyl]-4H-1,2,4-triazol-3-yl}-3-methyl-1H-pyrazol-1-yl)propyl acetate C(C)(=O)OCCCN1N=C(C=C1C1=NN=CN1CC1=CC=C(C=C1)OC)C